nonadecanol linoleate C(CCCCCCC\C=C/C\C=C/CCCCC)(=O)OCCCCCCCCCCCCCCCCCCC